FC1=CC=C(C=C1)N1C(=CC2=C1C=C1C=NN(C1=C2)C(=O)OCC2=CC=CC=C2)C2CCOCC2 benzyl 5-(4-fluorophenyl)-6-tetrahydropyran-4-yl-pyrrolo[2,3-f]indazole-1-carboxylate